SC(C(C)C)O mercaptoisobutyl alcohol